C(C=C)(=O)OCCCCCCCCC[Si](OC)(OC)C acryloyloxynonylmethyldimethoxysilane